CN1C(NC=2C1=NC=CN2)=O 1-methyl-1H-imidazo[4,5-b]pyrazine-2(3H)-one